CC(CC)C(CC(C(CC)C)=O)=O 3,7-dimethylnonane-4,6-dione